(S)-N-[(R)-[1-(5-aminopyridin-2-yl)piperidin-4-yl][4,5-dichloro-2-(prop-2-en-1-yloxy)phenyl]methyl]-2-methylpropane-2-sulfinamide NC=1C=CC(=NC1)N1CCC(CC1)[C@@H](N[S@@](=O)C(C)(C)C)C1=C(C=C(C(=C1)Cl)Cl)OCC=C